FC1=C(C(=C(C(=C1[B-](C1=C(C(=C(C(=C1F)F)F)F)F)(C1=C(C(=C(C(=C1F)F)F)F)F)C1=C(C(=C(C(=C1F)F)F)F)F)F)F)F)F.OC(COC1=CC=C(C=C1)[I+]C1=CC=CC=C1)CCCCCCCCCCCC [4-(2-hydroxy-n-tetradecyloxy)phenyl]phenyliodonium tetrakis-(pentafluorophenyl)borate